C(#N)C=1C(=NC(=NC1)NC=1C=C2C=C(C(N(C2=CC1)C)=O)OCC(=O)NC)N1CC(C(C(C1)C)(F)F)CCN1C(C2=CC=CC=C2C1=O)=O 2-[[6-[[5-cyano-4-[3-[2-(1,3-dioxoisoindolin-2-yl)ethyl]-4,4-difluoro-5-methyl-1-piperidyl]pyrimidin-2-yl]amino]-1-methyl-2-oxo-3-quinolyl]oxy]-N-methyl-acetamide